6-methyl-N-(3-(4-(2-oxoindolin-5-yl)phenyl)propyl)nicotinamide CC1=NC=C(C(=O)NCCCC2=CC=C(C=C2)C=2C=C3CC(NC3=CC2)=O)C=C1